8-(1-(2,2-difluoroethyl)-1H-pyrazolo[3,4-b]pyrazin-6-yl)-2-(2-ethoxypyrimidin-5-yl)-2,8-diazaspiro[4.5]decane FC(CN1N=CC=2C1=NC(=CN2)N2CCC1(CCN(C1)C=1C=NC(=NC1)OCC)CC2)F